hexahydro-4,8-ethano-1H,3H-benzo[1,2-c:4,5-c']difuran C1C=2C(CO1)C1C3C(COC3)C2CC1